N=1C=NN2C1C=CC(=C2)C2=CC(=NN2C2=NC(=CC=C2)C)CC(=O)NCC2=CC(=CC=C2)F 5-([1,2,4]Triazolo[1,5-a]pyridin-6-yl)-N-(3-fluorobenzyl)-1-(6-methylpyridin-2-yl)-1H-pyrazol-3-carboxyamid